C[N+](CC1=CC=C(C=C1)C=C)(C)C(CC)S(=O)(=O)[O-] (dimethyl(4-vinylbenzyl)ammonio)propane-1-sulfonate